2,2,5-trimethyl-5-(pent-2-enyl)cyclopentanone CC1(C(C(CC1)(CC=CCC)C)=O)C